NCCCCCC(=O)C1=NC(=NC(=N1)C(CCCCCN)=O)C(CCCCCN)=O 2,4,6-tris(aminocaproyl)-1,3,5-triazine